(E)-N-(3-(dimethylamino)-2-((pyridin-2-ylamino)methyl)allylidene)-N-methylmethanaminium Chloride [Cl-].CN(/C=C(/C=[N+](C)C)\CNC1=NC=CC=C1)C